NCC=1C=C(C=CC1)C=1C=C2C(=NN(C2=CC1)CC1CC1)COC1=C(C=CC=C1)CC(=O)OCC ethyl 2-(2-((5-(3-(aminomethyl)phenyl)-1-(cyclopropylmethyl)-1H-indazol-3-yl)methoxy)phenyl)acetate